2-{[ethyl-(2-methylpropyl)amino]methyl}-7-(1H-pyrazol-3-yl)-1H-imidazo[4,5-c]quinolin-4-amine C(C)N(CC(C)C)CC=1NC2=C(C(=NC=3C=C(C=CC23)C2=NNC=C2)N)N1